ClC1=C(C(=O)N2[C@@H](CN(C[C@H]2C)C(=O)C2=C(C=C(C=C2)OC)F)C)C=CC(=C1)OC ((3R,5R)-4-(2-chloro-4-methoxybenzoyl)-3,5-dimethylpiperazin-1-yl)(2-fluoro-4-methoxyphenyl)methanone